1,3,5-Triaminocyclohexan NC1CC(CC(C1)N)N